7-amino-1-methyl-3-(4-methyl-6-propionylpyridin-3-yl)-1,6-naphthyridin-2(1H)-one hydrochloride Cl.NC1=NC=C2C=C(C(N(C2=C1)C)=O)C=1C=NC(=CC1C)C(CC)=O